C(C(C)C)C1(O[Al](CCC1)CC(C)C)CC(C)C tri-isobutylalumoxane